ClC=1C=C(C=C(C1)F)N(C(=O)OCC1CCC(CC1)COCC(=O)O)C1=CC=CC=C1 2-(((1r,4r)-4-(((3-chloro-5-fluoro-phenyl)(phenyl)carbamoyl-oxy)methyl)cyclohexyl)methoxy)acetic acid